N1=CC(=CC=C1)C=1C=C(C=CC1)C1=CC(=CC(=C1)C1=CC(=CC=C1)C=1C=NC=CC1)C1=CC(=CC=C1)C=1C=NC=CC1 1,3,5-tris[3-(3-pyridyl)phenyl]Benzene